C(CCCCCCC\C=C\CCCCCCCC)(=O)OCC ethyl (E)-9-octadecenoate